C(C)(C)N(C(OCCCOC(N(C(C)C)C(C)C)=O)=O)C(C)C propane-1,3-diyl bis(diisopropylcarbamate)